racemic-2-((7,8-dichloro-1-ethyl-2-oxo-1,2,3,4,5,6-hexahydroazepino[4,5-b]indol-10-yl)oxy)acetonitrile ClC1=C(C=C(C=2C3=C(NC12)CCNC([C@@H]3CC)=O)OCC#N)Cl |r|